C(=O)O.CN([C@@H]1[C@H](CC[C@@H](C1)C1=CC(=CC=C1)C(F)(F)F)N1C(OC2=C1C=C(C(=C2)S(=O)(=O)NC2=NC=NC=C2)F)=O)C 3-((1S,2S,4S)-2-(Dimethylamino)-4-(3-(trifluoromethyl)phenyl)cyclohexyl)-5-fluoro-2-oxo-N-(pyrimidin-4-yl)-2,3-dihydrobenzo[d]oxazole-6-sulfonamide Formate